C(C)N(C(OC(C)(C)C)=O)C1CC(N(CC1)C=1C2=CN(N=C2C(=CC1)C(NC1=CC2=CN(N=C2C=C1OC)C)=O)C)(C)C tert-butyl N-ethyl-N-[1-[7-[(6-methoxy-2-methyl-indazol-5-yl)carbamoyl]-2-methyl-indazol-4-yl]-2,2-dimethyl-4-piperidyl]carbamate